3,5-bis(2,5-dicarboxyphenyl)pyridine C(=O)(O)C1=C(C=C(C=C1)C(=O)O)C=1C=NC=C(C1)C1=C(C=CC(=C1)C(=O)O)C(=O)O